C1(=CC=CC2=CC=3C(=CC=CC3C=C12)C(=O)F)C(=O)F anthracene-1,5-dicarboxylic acid difluoride